FC=1C=C(C=CC1OC1=CC=NC2=CC(=C(C=C12)OC)OCCCN1CC(C1)OC)NC(=O)C1=C2C(=CN(C1=O)C1=CC=C(C=C1)F)CCO2 N-(3-fluoro-4-((6-methoxy-7-(3-(3-methoxyazetidin-1-yl)propoxy)quinolin-4-yl)oxy)phenyl)-5-(4-fluorophenyl)-6-oxo-2,3,5,6-tetrahydrofuro[3,2-c]pyridine-7-carboxamide